CC1=C(C=CC=C1)C=C1C=C(C(C(=C1)C(C)(C)C)=O)C(C)(C)C 4-(2-methylphenyl)methylene-2,6-di-t-butyl-2,5-cyclohexadiene-1-one